BrCC1OCCO1 2-(bromomethyl)-1,3-dioxolane